N-[(2R)-2-(dimethylamino)propyl]-3-[[2-[4-[4-ethoxy-6-[(4-methoxyphenyl)methoxy]-3-pyridyl]-2-fluoro-phenyl]acetyl]amino]-5-(trifluoromethyl)benzamide CN([C@@H](CNC(C1=CC(=CC(=C1)C(F)(F)F)NC(CC1=C(C=C(C=C1)C=1C=NC(=CC1OCC)OCC1=CC=C(C=C1)OC)F)=O)=O)C)C